ClC=1C=CC=2N(C(N=C(C2N1)N1[C@H](CN([C@@H](C1)CC)C(C)C1=CC=C(C=C1)OC(COC)(C)C)CC)=O)C 6-Chloro-4-((2S,5R)-2,5-diethyl-4-(1-(4-((1-methoxy-2-methylpropan-2-yl)oxy)phenyl)ethyl)piperazin-1-yl)-1-methylpyrido[3,2-d]pyrimidin-2(1H)-one